5-(3-(4-fluorophenyl)-5-(1-hydroxyethyl)-7-methylquinolin-2-yl)-1-methylpyridin-2(1H)-one FC1=CC=C(C=C1)C=1C(=NC2=CC(=CC(=C2C1)C(C)O)C)C=1C=CC(N(C1)C)=O